N-((1S,3r)-3-(4-(2-chlorophenyl)-5-(pyrimidin-4-yl)-4H-1,2,4-triazol-3-yl)cyclobutyl)quinoline-5-carboxamide ClC1=C(C=CC=C1)N1C(=NN=C1C1=NC=NC=C1)C1CC(C1)NC(=O)C=1C=2C=CC=NC2C=CC1